BrC1=CC(=C(C=C1)CBr)SC 1-bromo-4-(bromomethyl)-3-methylthiobenzene